C12COCC(CC1)N2CC#N 2-(3-oxa-8-azabicyclo[3.2.1]octan-8-yl)acetonitrile